C(#N)C1=NN(N=C1C1=CC(=CC(=C1)C=1C=NC(=CC1)C(F)(F)F)C)C(C)OC(=O)OCC(C(=O)O)(C)C 3-(1-{4-cyano-5-[3-methyl-5-(6-trifluoromethylpyridin-3-yl)-phenyl]-2H-[1,2,3]triazol-2-yl}-ethoxycarbonyloxy)-2,2-dimethyl-propionic acid